C(C)(C)(C)OC(=O)N1CCC(CC1)(C=1N=NN(C1)[C@@H]1CC[C@H](CC1)C1=NN=C(N1C)[C@@H](C)OC1=CC(=CC=C1)C(C)C)O 4-hydroxy-4-{1-[trans-4-(4-methyl-5-{(1R)-1-[3-(prop-2-yl)phenoxy]ethyl}-4H-1,2,4-triazol-3-yl)cyclohexyl]-1H-1,2,3-triazol-4-yl}piperidine-1-carboxylic acid tert-butyl ester